7-bromo-3-butyl-3-ethyl-8-hydroxy-2-(4-methoxybenzyl)-5-phenyl-2,3,4,5-tetrahydro-1,2,5-benzothiadiazepine 1,1-dioxide BrC=1C(=CC2=C(N(CC(N(S2(=O)=O)CC2=CC=C(C=C2)OC)(CC)CCCC)C2=CC=CC=C2)C1)O